ClC1=CC=C(C=C1)CCNC1=CC=CC(=N1)S(=O)(=O)NC(=O)C=1C(=NC=CC1)N1C(CC(C1)C)(C)C N-[[6-[2-(4-Chlorophenyl)ethylamino]-2-pyridyl]sulfonyl]-2-(2,2,4-trimethylpyrrolidin-1-yl)pyridin-3-carboxamid